NCC1(CC(CC(C1)(C)C)N)C 3-aminomethyl-3,5,5-tri-methylcyclohexylamine